(6aR,9S)-1-(cyclopropylmethoxy)-3-methyl-9-((2-oxo-1,2,3,4-tetrahydroquinolin-7-yl)oxy)-6,6a,7,8,9,10-hexahydro-12H-benzo[f]pyrido[2,1-c][1,4]oxazepin-12-one C1(CC1)COC1=CC(=CC2=C1C(N1[C@@H](CO2)CC[C@@H](C1)OC1=CC=C2CCC(NC2=C1)=O)=O)C